4-((S)-4-propenoyl-2-methylpiperazin-1-yl)-6-fluoro-7-(2-fluoro-6-hydroxyphenyl)-1-(2-isopropyl-5-methyl-1H-pyrrol-1-yl)pyrido[2,3-d]pyrimidin-2(1H)-one C(C=C)(=O)N1C[C@@H](N(CC1)C=1C2=C(N(C(N1)=O)N1C(=CC=C1C)C(C)C)N=C(C(=C2)F)C2=C(C=CC=C2O)F)C